6-(4-((2S,6R)-1-acetyl-4-acryloyl-6-(methoxymethyl)piperazin-2-yl)-6-chloropyridin-2-yl)-N-methylpyrimidine-4-carboxamide C(C)(=O)N1[C@H](CN(C[C@@H]1COC)C(C=C)=O)C1=CC(=NC(=C1)Cl)C1=CC(=NC=N1)C(=O)NC